OCC1=NC=2C(NCCC2C=C1)=O 2-(hydroxymethyl)-5,6,7,8-tetrahydro-1,7-naphthyridin-8-one